[Si](C1=CC=CC=C1)(C1=CC=CC=C1)(C(C)(C)C)OC[C@H]1N(CCC[C@H]1O)C(=O)OC(C)(C)C tert-butyl (2r,3r)-2-[[tert-butyl (diphenyl) silyl] oxymethyl]-3-hydroxy-piperidine-1-carboxylate